C(C)C1=NOC(=C1C(=O)OCCCN1N=C(C=2C(NCC3(CCOCC3)CC21)=O)CC)C 3-(3-ethyl-4-oxo-spiro[6,8-dihydro-5H-pyrazolo[4,3-c]azepine-7,4'-tetrahydropyran]-1-yl)propyl 3-ethyl-5-methyl-isoxazole-4-carboxylate